FC(OC1=CC=CC=2C(N([C@H]3C=4N([C@@H](C21)C3)C3=C(N4)C=CC(=C3)C#CC[C@H](C)OC)C([2H])([2H])[2H])=O)F |o1:26| (7R,14R)-1-(difluoromethoxy)-11-((S or R)-4-methoxypent-1-yn-1-yl)-6-(methyl-d3)-6,7-dihydro-7,14-methanobenzo[f]benzo[4,5]imidazo[1,2-a][1,4]diazocin-5(14H)-one